ClC=1C(=C2C=NNC2=C(C1F)COC)C=1C=CC=2N(C1)C=C(N2)NC(=O)C2C(C2)F N-(6-(5-chloro-6-fluoro-7-(methoxymethyl)-1H-indazol-4-yl)imidazo[1,2-a]pyridin-2-yl)-2-fluorocyclopropane-1-carboxamide